ON=C(C1=CC(=CC=C1)NC(=O)NC=1C=NC=NC1)NC1=CC=C(C=C1)C N'-hydroxy-3-[3-(pyrimidin-5-yl)ureido]-N-(p-tolyl)-benzamidine